The molecule is a steroidal acyl-CoA that results from the formal condensation of the thiol group of coenzyme A with the carboxy group of 7alpha,12alpha-3-oxochol-4-en-24-oic acid. It derives from a 7alpha,12alpha-dihydroxy-3-oxochol-4-en-24-oic acid. It is a conjugate acid of a 7alpha,12alpha-dihydroxy-3-oxochol-4-en-24-oyl-CoA(4-). C[C@H](CCC(=O)SCCNC(=O)CCNC(=O)[C@@H](C(C)(C)COP(=O)(O)OP(=O)(O)OC[C@@H]1[C@H]([C@H]([C@@H](O1)N2C=NC3=C(N=CN=C32)N)O)OP(=O)(O)O)O)[C@H]4CC[C@@H]5[C@@]4([C@H](C[C@H]6[C@H]5[C@@H](CC7=CC(=O)CC[C@]67C)O)O)C